ClC1=CC=C(C=N1)CN1C(N(C=C1)CC(=O)O)=N[N+](=O)[O-] 2-[3-[(6-chloropyrid-3-yl)methyl]-2-nitroiminoimidazol-1-yl]acetic acid